FC1=C(C(=C(C=C1C)N1N=CC=2C1=CN=C(C2)N2CCN(CC2)S(=O)(=O)C)F)O 2,6-Difluoro-3-methyl-5-(5-(4-(methylsulfonyl)piperazin-1-yl)-1H-pyrazolo[3,4-c]pyridine-1-yl)phenol